6-{[4-(2,6-Dimethylphenyl)-6-{[(2R)-2-[(5-ethoxy-5-oxopentyl)amino]-4,4-dimethylpentyl]oxy}pyrimidin-2-yl]sulfamoyl}pyridine-2-carboxylic acid CC1=C(C(=CC=C1)C)C1=NC(=NC(=C1)OC[C@@H](CC(C)(C)C)NCCCCC(=O)OCC)NS(=O)(=O)C1=CC=CC(=N1)C(=O)O